[Si](C)(C)(C(C)(C)C)N=S(=O)(NCC1CC1)C1=CC=C(C=C1)NC1=C2C(=NC=N1)N(N=C2)CC N'-(tert-butyldimethylsilyl)-N-(cyclopropylmethyl)-4-((1-ethyl-1H-pyrazolo[3,4-d]pyrimidin-4-yl)amino)benzenesulfonimidamide